FC(C1=CC=C(N=N1)C(C)NC1CC1)(F)F N-(1-(6-(trifluoromethyl)pyridazin-3-yl)ethyl)cyclopropanamine